ClC1=CC=C(S1)CNC1=CC(=NN1C(C1=C(C=CC=C1)OC)=O)C1N(CCC1)C(=O)OC(C)(C)C tert-butyl 2-(5-[(5-chlorothiophen-2-yl)methyl]amino-1-(2-methoxybenzoyl)-1H-pyrazol-3-yl)pyrrolidine-1-carboxylate